BrC1=C(C=C(C=C1)Cl)CC(OC)OC 1-bromo-4-chloro-2-(2,2-dimethoxyethyl)benzene